O[C@H](CCO)[C@H]1CCCCCCCCCCC(O1)=O |r| (RS)-13-((RS)-1,3-dihydroxypropyl)oxacyclotridecan-2-one